FC1=C(N(CC2=CC=C(C=C2)OC)CC2=CC=C(C=C2)OC)C=C(C(=C1)C(F)(F)F)B1OC(C(O1)(C)C)(C)C 2-fluoro-N,N-bis(4-methoxybenzyl)-5-(4,4,5,5-tetramethyl-1,3,2-dioxaborolan-2-yl)-4-(trifluoromethyl)aniline